1-(2-(8-(((1,1,1,3,3,3-hexafluoropropan-2-yl)oxy)carbonyl)-1,8-diazaspiro[4.5]decane-1-carbonyl)-5-(trifluoromethyl)benzyl)piperidine-4-carboxylic acid FC(C(C(F)(F)F)OC(=O)N1CCC2(CCCN2C(=O)C2=C(CN3CCC(CC3)C(=O)O)C=C(C=C2)C(F)(F)F)CC1)(F)F